(R)-4-((3,3-diphenylallyl)(1-(4-methoxyphenyl)ethyl)amino)butanal C1(=CC=CC=C1)C(=CCN(CCCC=O)[C@H](C)C1=CC=C(C=C1)OC)C1=CC=CC=C1